4-(7-bromo-2,6-dichloro-8-fluoroquinazolin-4-yl)-1,4-oxazepane BrC1=C(C=C2C(=NC(=NC2=C1F)Cl)N1CCOCCC1)Cl